N-(methyl(oxo)(pyridazin-4-yl)-λ6-sulfaneylidene)-7-(5-(trifluoromethyl)-1,2,4-oxadiazol-3-yl)imidazo[1,2-a]pyridine-2-carboxamide CS(=NC(=O)C=1N=C2N(C=CC(=C2)C2=NOC(=N2)C(F)(F)F)C1)(C1=CN=NC=C1)=O